2-((3-ethyl-5-phenylpenta-3,4-dien-2-yl)oxy)naphthalene C(C)C(C(C)OC1=CC2=CC=CC=C2C=C1)=C=CC1=CC=CC=C1